3-((4-(5-chloro-3-methyl-2-(((S)-piperidin-3-yl)oxy)phenyl)-5-methylpyrrolo[2,1-f][1,2,4]triazin-6-yl)methyl)-6,6-dimethyl-3-azabicyclo[3.1.0]hexane-2,4-dione hydrochloride Cl.ClC=1C=C(C(=C(C1)C1=NC=NN2C1=C(C(=C2)CN2C(C1C(C1C2=O)(C)C)=O)C)O[C@@H]2CNCCC2)C